C(C(C)C)C(C(=O)OCC(C)C)(C(C(=O)OCC(C)C)CC(C)C)C#N diisobutyl 2,3-diisobutyl-2-cyanosuccinate